OC1(CC1)[C@@H]1N(C(OC1)(C)C)C(=O)OC(C)(C)C tert-butyl (4R)-4-(1-hydroxycyclopropyl)-2,2-dimethyl-1,3-oxazolidine-3-carboxylate